CN1C(OC2=C1C=C(C=C2)OC2=C1CC[C@@H](C1=CC=C2[N+](=O)[O-])OP(=O)(N2CC2)N2CC2)=O Di(aziridin-1-yl)phosphinic acid (S)-4-((3-methyl-2-oxo-2,3-dihydrobenzo[d]oxazol-5-yl) oxy)-5-nitro-2,3-dihydro-1H-inden-1-yl ester